(S)-N-(4-AMINO-3,4-DIOXO-1-PHENYLBUTAN-2-YL)-1-METHYL-4-PHENYL-1H-PYRAZOLE-3-CARBOXAMIDE NC(C([C@H](CC1=CC=CC=C1)NC(=O)C1=NN(C=C1C1=CC=CC=C1)C)=O)=O